CCCCCCCC[Si](C)(C)Cl n-octyldimethylchlorosilane